C(CCCCCCCCCCCCCCCCCCCCC)=O 1-Docosanal